diisopropoxyethylaluminum C(C)(C)OC(C[Al])OC(C)C